BrC1=CC=CC=2N=C(SC21)[C@H]2N(CCC1=C2N=CN1)C(CCC=1SC=CN1)=O (S)-1-(4-(7-bromobenzo[d]thiazol-2-yl)-6,7-dihydro-1H-imidazo[4,5-c]pyridin-5(4H)-yl)-3-(thiazol-2-yl)propan-1-one